(4E)-4-[3-(3-chlorophenyl)prop-2-yn-1-ylidene]-1-[(3,5-dimethyl-1,2-oxazol-4-yl)sulfonyl]-3,3-dimethylpiperidine ClC=1C=C(C=CC1)C#C\C=C/1\C(CN(CC1)S(=O)(=O)C=1C(=NOC1C)C)(C)C